OC[C@@]1(CC[C@@]2(CC[C@@]3(C4=CC=C5[C@](C(C(C=C5[C@@]4(CC[C@]3([C@@H]2C1)C)C)=O)=O)(C)OC)C)C)C (4S,6bS,8aS,11R,12aR,12bS,14aR)-11-(hydroxymethyl)-4-methoxy-4,6b,8a,11,12b,14a-hexamethyl-4,6b,7,8,8a,9,10,11,12,12a,12b,13,14,14a-tetradecahydropicene-2,3-dione